cis-3-(difluoromethyl)-1-(2-(3-methyl-3H-[1,2,3]triazolo[4,5-b]pyridin-6-yl)thieno[2,3-d]pyrimidin-6-yl)cyclobutanol FC(C1CC(C1)(O)C1=CC2=C(N=C(N=C2)C=2C=C3C(=NC2)N(N=N3)C)S1)F